indium-tungsten-zinc oxide [O-2].[Zn+2].[W+4].[In+3]